(R)-6-(3-cyanopyrrolo[1,2-b]pyridazin-7-yl)-N-(2-fluoro-3-hydroxy-3-methylbutyl)-4-((4-(2-methylpyrimidin-5-yl)cyclohexyl)amino)nicotinamide C(#N)C1=CC=2N(N=C1)C(=CC2)C2=NC=C(C(=O)NC[C@H](C(C)(C)O)F)C(=C2)NC2CCC(CC2)C=2C=NC(=NC2)C